2-((2-((3'-(5-(((2-hydroxyethyl)amino)methyl)picolinamido)-2,2'-dimethyl-[1,1'-biphenyl]-3-yl)carbamoyl)-4,5,6,7-tetrahydropyrazolo[1,5-a]pyridin-4-yl)amino)acetic acid OCCNCC=1C=CC(=NC1)C(=O)NC=1C(=C(C=CC1)C1=C(C(=CC=C1)NC(=O)C1=NN2C(C(CCC2)NCC(=O)O)=C1)C)C